C[N+](=CSC1=NOC(C1)(C)C)C N,N-dimethyl-(5,5-dimethyl-4H-isoxazol-3-ylthio)methaniminium